[4-[5-(trifluoromethyl)thiazol-2-yl]piperazin-1-yl]methanone nickel-cobalt-chromium-molybdenum [Mo].[Cr].[Co].[Ni].FC(C1=CN=C(S1)N1CCN(CC1)C=O)(F)F